S(=O)(=O)(O)O.CC(CC)[Na] methyl-propyl-sodium sulfate